N1N=NN=C1C1=C(C=CC=C1)C=1C=C(C2=C([C@H]([C@@H](O2)C=C)CCC(F)(F)F)C1)NC(=O)NC1=CC=C(C=C1)C |r| (+/-)-1-((trans)-5-(2-(1H-tetrazol-5-yl)phenyl)-3-(3,3,3-trifluoropropyl)-2-vinyl-2,3-dihydrobenzofuran-7-yl)-3-(p-tolyl)urea